2-[8-chloro-7-fluoro-3-(methoxymethoxy)-1-naphthyl]-4,4,5,5-tetramethyl-1,3,2-dioxaborolane ClC=1C(=CC=C2C=C(C=C(C12)B1OC(C(O1)(C)C)(C)C)OCOC)F